(5-(2-(pyridin-3-yl)ethyl)pyrazin-2-yl)methanol N1=CC(=CC=C1)CCC=1N=CC(=NC1)CO